2-(7-(((2-(2,6-dioxopiperidin-3-yl)-4-fluoro-1,3-dioxoisoindolin-5-yl)methyl)amino)-1-oxoisoindolin-2-yl)-2-(5-fluoro-2-hydroxyphenyl)-N-(thiazol-2-yl)acetamide O=C1NC(CCC1N1C(C2=CC=C(C(=C2C1=O)F)CNC=1C=CC=C2CN(C(C12)=O)C(C(=O)NC=1SC=CN1)C1=C(C=CC(=C1)F)O)=O)=O